2,10,11-Trihydroxyaporphin OC1=CC=2C3=C(C(=CC=C3CC3N(CCC(=C1)C23)C)O)O